(7'R,7a'R)-7'-hydroxy-4'-methyl-7',7a'-dihydrospiro[cyclopropane-1,5'-indene] O[C@@H]1CC2(C(=C3C=CC[C@@H]13)C)CC2